tert-butyl 3-(6-bromobenzo[d]thiazol-2-yl)-2-(3-(isopropylamino)cyclopentane-1-carboxamido)-4,7-dihydrothieno[2,3-c]pyridine-6(5H)-carboxylate BrC1=CC2=C(N=C(S2)C2=C(SC=3CN(CCC32)C(=O)OC(C)(C)C)NC(=O)C3CC(CC3)NC(C)C)C=C1